((3-amino-4-methoxyphenyl)(methyl)amino)quinoline NC=1C=C(C=CC1OC)N(C)C1=NC2=CC=CC=C2C=C1